F[B-](F)(F)F.C(CCCCCCC)N1C=[N+](C=C1)C 1-octyl-3-methyl-imidazolium tetrafluoroborate